BrC=1C=2C(C(N(C1)C)=O)=CNC2C(=O)OCC ethyl 7-bromo-5-methyl-4-oxo-4,5-dihydro-2H-pyrrolo[3,4-c]pyridin-1-carboxylate